Naphtho[2,1-b]benzofuran C1=CC=CC=2C=CC=3OC4=C(C3C12)C=CC=C4